CC(=O)N[C@@H]1[C@H]([C@@H]([C@H](O[C@@H]1O[C@H]2[C@H]([C@@H]([C@H](O[C@@H]2O[C@@H]3[C@@H]([C@H](O[C@@H]([C@H]3O[C@H]4[C@@H]([C@H]([C@@H]([C@H](O4)CO)O[C@H]5[C@@H]([C@H]([C@H]([C@H](O5)CO)O)O[C@H]6[C@@H]([C@H]([C@@H]([C@H](O6)CO)O[C@H]7[C@@H]([C@H]([C@H]([C@H](O7)CO)O)O)O)O)NC(=O)C)O)O)O)[C@H](CO)O)O[C@@H]8[C@@H](CC(O[C@@H]8[C@@H](CO)O)(C(=O)O)O)O)O)[C@H](CO)O)O)O)CO)O)O The molecule is a branched amino octasaccharide consisting of a linear hexasaccharide chain of alpha-D-galactose, N-acetyl-beta-D-glucosamine, beta-D-galactose, beta-D-glucose, L-glycero-alpha-D-manno-heptose (Hep) and 3-deoxy-D-manno-oct-2-ulose (Kdo) residues linked in a (1->4), (1->3), (1->4), (1->4), (1->5) sequence, to the Hep residue of which is linked (1->3) an N-acetyl-alpha-D-glucosaminyl-(1->2)-L-glycero-alpha-D-manno-heptosyl side-chain. lpt3 mutant of the core oligosaccharide of Neisseria meningitidis.